C1(=CC=CC=C1)C1NCCC(C1)C(=O)O.F[Si](CCCCCCCCCC[Si](F)(F)F)(F)F 1,10-bis(trifluorosilyl)decane 2-phenylpiperidine-4-carboxylate